N[C@H]1CN(CCC1)C(=O)OC(C)(C)C tert-butyl (R)-3-amino-1-piperidinecarboxylate